(RAC)-2-{[6-(1-hydroxyethyl)pyridin-2-yl]carbamoyl}-5-(trifluoromethyl)benzoic acid O[C@H](C)C1=CC=CC(=N1)NC(=O)C1=C(C(=O)O)C=C(C=C1)C(F)(F)F |r|